(2R,6R)-N-[(3S,4R)-4-fluoropyrrolidin-3-yl]-6-methyl-4-[8-(trifluoromethyl)-5-quinolyl]morpholine-2-carboxamide (+)-butyl-lactate C(CCC)OC(C(O)C)=O.F[C@H]1[C@H](CNC1)NC(=O)[C@H]1CN(C[C@H](O1)C)C1=C2C=CC=NC2=C(C=C1)C(F)(F)F